ClC1=CN=CC(=N1)N1CC2CC2C1 3-(6-chloropyrazin-2-yl)-3-azabicyclo[3.1.0]hexane